C(#N)C1=CC(=NO1)NC(=O)N1C2CCC1CC=1C(=NC=CC12)F (±)-N-(5-cyanoisoxazol-3-yl)-1-fluoro-6,7,8,9-tetrahydro-5H-5,8-epiminocyclohepta[c]pyridine-10-carboxamide